(1R,5S)-3-(2-hydroxyethyl)-8-azabicyclo[3.2.1]octane-8-carboxylic acid tert-butyl ester C(C)(C)(C)OC(=O)N1[C@H]2CC(C[C@@H]1CC2)CCO